FC1=C(OC(C(=O)OCC)(C)C)C(=CC(=C1)CN1N=CN(C1=O)C1=CC=C(C=C1)OC(F)(F)F)F Ethyl 2-(2,6-difluoro-4-((5-oxo-4-(4-(trifluoromethoxy)phenyl)-4,5-dihydro-1H-1,2,4-triazol-1-yl)methyl)phenoxy)-2-methylpropionate